6-[(7-oxo-5,6,7,8-tetrahydro-1,8-naphthyridin-4-yl)oxy]-3,4-dihydro-2H-1-benzopyran-3-carboxamide O=C1CCC=2C(=CC=NC2N1)OC=1C=CC2=C(CC(CO2)C(=O)N)C1